C(C)(=O)NC=1C=C(C=CC1C(NC=1SC(=C(N1)C)[N+](=O)[O-])=O)NCCOCCOCCOCCOCCCCCOCCNC(OC(C)(C)C)=O tert-butyl (1-((3-acetamido-4-((4-methyl-5-nitrothiazol-2-yl)carbamoyl)phenyl)amino)-3,6,9,12,18-pentaoxaicosan-20-yl)carbamate